Methyl 5-((2-chloropyridin-4-yl)amino)-2-methylimidazo[1,2-c]quinazoline-8-carboxylate ClC1=NC=CC(=C1)NC1=NC=2C=C(C=CC2C=2N1C=C(N2)C)C(=O)OC